COCOC=1C=C(C2=CC=CC=C2C1)C1=CC=2N=C(N=C(C2C=N1)N1CCN(CC1)C(=O)OC(C)(C)C)OCCN1CCOCC1 tert-butyl 4-(7-(3-(methoxymethoxy)naphthalen-1-yl)-2-(2-morpholinoethoxy)pyrido[4,3-d]pyrimidin-4-yl)piperazine-1-carboxylate